C(#N)C=1C=C(C=CC1F)C1=NC(=C2C(=N1)N(N=C2)C2=CC(=CC=C2)F)NC(=O)C=2SC(=CC2)[N+](=O)[O-] N-(6-(3-cyano-4-fluorophenyl)-1-(3-fluorophenyl)-1H-pyrazolo[3,4-d]pyrimidin-4-yl)-5-nitrothiophene-2-carboxamide